4-(2,4-dioxo-1,3-diazin-1-yl)-3-fluorobenzaldehyde O=C1N(C=CC(N1)=O)C1=C(C=C(C=O)C=C1)F